6-chloro-3-(5-(4-chlorophenyl)-2H-1,2,3-triazol-4-yl)benzo[c]isoxazole ClC=1C=CC=2C(=NOC2C2=NNN=C2C2=CC=C(C=C2)Cl)C1